N-[(7-methoxy-1H-benzimidazol-2-yl)methyl]-2-(morpholin-4-yl)-8-(pyridazin-4-yl)pyrazolo[1,5-a][1,3,5]triazin-4-amine COC1=CC=CC2=C1NC(=N2)CNC2=NC(=NC=1N2N=CC1C1=CN=NC=C1)N1CCOCC1